C(C)C(CC(C(=O)[O-])S)CCCC.C(C)C(CC(C(=O)[O-])S)CCCC.C(C)C(CC(C(=O)[O-])S)CCCC.C[Sn+3]C dimethyltin tris(2-ethylhexyl thioglycolate)